ClC1=NC=CC(=N1)OC=1C=C2C(CNC(C2=CC1)=O)(C)C 6-(2-chloropyrimidin-4-yl)oxy-4,4-dimethyl-2,3-dihydroisoquinolin-1-one